(S)- or (R)-5-[1-(2-Bromo-6-fluorophenyl)-piperidin-4-yl]-2-cyclopropyl-4-methyl-7-(2-trifluoromethyl-benzyl)-2,4,5,7-tetrahydro-pyrazolo[3,4-d]pyrimidin-6-one BrC1=C(C(=CC=C1)F)N1CCC(CC1)N1C(N(C=2C([C@@H]1C)=CN(N2)C2CC2)CC2=C(C=CC=C2)C(F)(F)F)=O |o1:19|